FC1=CC=C(C=C1)C(C)C=1N=CC(=NC1NCCN1CCCC1)C(=O)NC 5-(1-(4-fluorophenyl)ethyl)-N-methyl-6-((2-(pyrrolidin-1-yl)ethyl)amino)pyrazine-2-carboxamide